NCCC1CN(C(O1)=O)C=1C=CC=2SCC(NC2N1)=O 5-(2-aminoethyl)-3-(3-oxo-4H-pyrido[3,2-b][1,4]thiazin-6-yl)-1,3-oxazolidin-2-one